(1r,4r)-4-((5-(1-(2,2-difluoroethyl)-1H-benzo[d][1,2,3]triazol-6-yl)-6-fluoro-4-methoxypyrrolo[2,1-f][1,2,4]triazin-2-yl-7-d)amino)-1-methylcyclohexan-1-ol FC(CN1N=NC2=C1C=C(C=C2)C=2C(=C(N1N=C(N=C(C12)OC)NC1CCC(CC1)(O)C)[2H])F)F